C(C)(C)(C)OC(=O)N1C[C@@H](N(CC1)[C@]1(COC[C@H]1O[Si](C1=CC=CC=C1)(C1=CC=CC=C1)C(C)(C)C)C)C tert-butyl-(S)-4-((3S,4S)-4-((tert-butyldiphenylsilyl)oxy)-3-methyltetrahydrofuran-3-yl)-3-methylpiperazine-1-carboxylate